5-Vinyl-2'-deoxyuridine C(=C)C=1C(NC(N([C@H]2C[C@H](O)[C@@H](CO)O2)C1)=O)=O